C(C)N(C=1C2=C(N=CN1)N(C=C2)C[C@@H]2[C@H](CN(CC2)CC(=O)N)O)CC2=CC(=C(C=C2)C(F)(F)F)F |o1:13,14| rel-2-((3R,4R)-4-((4-(ethyl(3-fluoro-4-(trifluoromethyl)benzyl)amino)-7H-pyrrolo[2,3-d]pyrimidin-7-yl)methyl)-3-hydroxypiperidin-1-yl)acetamide